CC1N(C(CC2(C1)OCCC1=C2SC(=C1)C(F)(F)F)C)C(=O)OC(C)(C)C tert-butyl (2R,6S)-2',6'-dimethyl-2-(trifluoromethyl)spiro[4,5-dihydrothieno[2,3-c]pyran-7,4'-piperidine]-1'-carboxylate